ClC(C1=NC(=NO1)C1=CC=C(CNC=2C(C(C2N2CCCC2)=O)=O)C=C1)(F)F 3-((4-(5-(chlorodifluoromethyl)-1,2,4-oxadiazol-3-yl)benzyl)amino)-4-(pyrrolidin-1-yl)cyclobut-3-ene-1,2-dione